OCCNC(=O)C1=CC(=NC2=CC=CC=C12)C1CN(CCO1)CC1=CN(C2=CC=CC=C12)C N-(2-hydroxyethyl)-2-(4-((1-methyl-1H-indol-3-yl)methyl)morpholin-2-yl)quinoline-4-carboxamide